(1R,2S,5S,6S)-N-{(1S)-1-cyano-2-[(3S)-2-oxopyrrolidin-3-yl]ethyl}-6-(hydroxymethyl)-6-methyl-3-(3-methyl-N-(trifluoroacetyl)-L-valyl)-3-azabicyclo[3.1.0]hexane-2-carboxamide C(#N)[C@H](C[C@H]1C(NCC1)=O)NC(=O)[C@@H]1[C@H]2[C@@]([C@H]2CN1C([C@@H](NC(C(F)(F)F)=O)C(C)(C)C)=O)(C)CO